2-(6-((3-hydroxycyclohexyl)amino)pyridazin-3-yl)-3-methyl-5-(trifluoromethyl)phenol OC1CC(CCC1)NC1=CC=C(N=N1)C1=C(C=C(C=C1C)C(F)(F)F)O